2-pentylheptyl 3-ethyl-12-hexyl-6-(2-hydroxyethyl)-10-oxo-9,11-dioxa-3,6-diazaheneicosane-21-carboxylate C(C)N(CC)CCN(CCOC(OC(CCCCCCCCCC(=O)OCC(CCCCC)CCCCC)CCCCCC)=O)CCO